N[C@@H](CCCN)C(=O)NCC(=O)NCC(=O)NC(CCCCCCCCCCCCCCCCC)CCCCCCCCCCCCCCCCC L-Ornithylglycyl-N-(1-heptadecyloctadecyl)-glycinamide